FC=1C=C(C=CC1C=1N=C2SC3=C(N2C1)C=CC(=C3)C(NC3CCOCC3)=O)C3N(CC(C3)=O)C(=O)OC(C)(C)C tert-butyl 2-(3-fluoro-4-(7-((tetrahydro-2H-pyran-4-yl)carbamoyl)benzo[d]imidazo[2,1-b]thiazol-2-yl)phenyl)-4-oxopyrrolidine-1-carboxylate